2-(trimethylsilyl)ethyl (2-hydroxyethyl)carbamate OCCNC(OCC[Si](C)(C)C)=O